FC1(CN(C[C@@H](C1)N1C(CCC1)=O)C(=O)OC=1C=NC(=CC1)C(F)F)F 6-(difluoromethyl)pyridin-3-yl (5R)-3,3-difluoro-5-(2-oxopyrrolidin-1-yl)piperidine-1-carboxylate